FC1=CC=C2C=C(N(C2=C1)C)C=O 6-fluoro-1-methylindole-2-carbaldehyde